Monoglycerylether C(C(O)CO)OCC(O)CO